NCCCCCCCCCCC(=O)OC methyl 11-aminoundecanoate